OCCC(CN1C=2N=C(NC(C2N=C1)=O)N)CO 9-[4-hydroxy-2-(hydroxymethyl)but-1-yl]-guanine